(2-(4-cyclopropyl-6-(methoxy-d3)pyrimidin-5-yl)-5-methoxypyridin-4-yl)(4-(1-methyl-4-(trifluoromethyl)-1H-imidazol-2-yl)phenyl)methanol C1(CC1)C1=NC=NC(=C1C1=NC=C(C(=C1)C(O)C1=CC=C(C=C1)C=1N(C=C(N1)C(F)(F)F)C)OC)OC([2H])([2H])[2H]